2-{3-[3-(methylamino)pyrrolidin-1-yl]-1,2,4-triazin-6-yl}-5-(1-methyl-1H-pyrazolo[3,4-b]pyridin-5-yl)phenol dihydrochloride Cl.Cl.CNC1CN(CC1)C=1N=NC(=CN1)C1=C(C=C(C=C1)C=1C=C2C(=NC1)N(N=C2)C)O